(E)-4-bromobutyl-3-butylundec-2-enoate BrCCCCOC(\C=C(\CCCCCCCC)/CCCC)=O